BrC1=NC(=CC(=C1)C(C(=O)N)(F)F)Br 2-(2,6-dibromopyridin-4-yl)-2,2-difluoroacetamide